ethyl 3-[[1-[3-[(2,2-difluoro-1,3-benzodioxol-5-yl)-methyl-carbamoyl]phenyl]-3-(trifluoromethyl)-4,5,6,7-tetrahydroindazol-7-yl]oxy]benzoate FC1(OC2=C(O1)C=CC(=C2)N(C(=O)C=2C=C(C=CC2)N2N=C(C=1CCCC(C21)OC=2C=C(C(=O)OCC)C=CC2)C(F)(F)F)C)F